C(C)OC(=O)C1N(C(=NC12C(N(C1=CC=CC=C21)C(C)=O)=O)C=2C=C(C=CC2)C)C2=CC=CC=C2 1'-acetyl-2'-oxo-1-phenyl-2-(m-tolyl)-1,5-dihydro-spiro[imidazole-4,3'-indoline]-5-carboxylic acid ethyl ester